4'-(azidomethyl)-[1,1'-biphenyl]-2-carboxylic acid N(=[N+]=[N-])CC1=CC=C(C=C1)C=1C(=CC=CC1)C(=O)O